(6-chloro-1H-benzo[d]imidazol-1-yl)(naphthalen-1-yl)methanone ClC=1C=CC2=C(N(C=N2)C(=O)C2=CC=CC3=CC=CC=C23)C1